(2S)-2-ethylbutyl 2-(((4-nitrophenoxy)(phenoxy)phosphoryl)amino)butanoate [N+](=O)([O-])C1=CC=C(OP(=O)(OC2=CC=CC=C2)N[C@H](C(=O)OCC(CC)CC)CC)C=C1